2-n-butyl-5-phenylfuran C(CCC)C=1OC(=CC1)C1=CC=CC=C1